COC(=O)C=1C=C(C=CC1)CN([C@H](COC)C=1C=C(C(=O)O)C=CC1)CC1=CC(=CC=C1)C(=O)OC 3-[(1S)-1-[bis[(3-methoxycarbonylphenyl)methyl]amino]-2-methoxy-ethyl]benzoic acid